N-((2-(4'-Fluoro-2'-(4-methyl-4H-1,2,4-triazol-3-yl)-[1,1'-biphenyl]-3-yl)-7-(trifluoromethyl)benzo[d]oxazol-5-yl)methyl)spiro[3.3]heptan-2-amine FC1=CC(=C(C=C1)C1=CC(=CC=C1)C=1OC2=C(N1)C=C(C=C2C(F)(F)F)CNC2CC1(C2)CCC1)C1=NN=CN1C